[N+](=O)([O-])C=1C=CC2=C(NC(=N2)N2C3COCC2CC3)C1 8-(6-nitro-1H-benzo[d]imidazol-2-yl)-3-oxa-8-azabicyclo[3.2.1]octane